C1(CCC1)CC(=O)N[C@@H](CCO[C@@H]1C[C@H](C1)CCC1=NC=2NCCCC2C=C1)C(=O)O N-(2-cyclobutylacetyl)-O-(trans-3-(2-(5,6,7,8-tetrahydro-1,8-naphthyridin-2-yl)ethyl)cyclobutyl)homoserine